NC1CCC(CC1)OC1=CC=C(\C=C/2\C(NC(S2)=O)=O)C=C1 5-{(Z)-4-[(1r,4r)-4-aminocyclohexyl]oxybenzylidene}thiazolidine-2,4-dione